OC1=C2C(C=CC(C2=CC=C1O)=O)=O 5,6-dihydroxy-1,4-naphthoquinone